(2-amino-1,3-benzothiazol-6-yl)(4-methyl-1,4'-bipiperidin-1'-yl)methanone NC=1SC2=C(N1)C=CC(=C2)C(=O)N2CCC(CC2)N2CCC(CC2)C